(S)-2-((2S,3R)-3-amino-2-hydroxy-4-phenylbutanamido)-2-(2,4-difluoro-3-(trifluoromethoxy)phenyl)acetic acid hydrochloride Cl.N[C@@H]([C@@H](C(=O)N[C@H](C(=O)O)C1=C(C(=C(C=C1)F)OC(F)(F)F)F)O)CC1=CC=CC=C1